4-(2-(4-phenyl-1H-pyrazol-1-yl)-8-(pyridin-4-yl)-9H-purin-6-yl)morpholine C1(=CC=CC=C1)C=1C=NN(C1)C1=NC(=C2N=C(NC2=N1)C1=CC=NC=C1)N1CCOCC1